C(C)(C)(C)OC(=O)N1[C@@H](C[C@H](C1)NS(=O)(=O)C1=CC(=CC=C1)OC)NC=O (2S,4R)-2-formylamino-4-((3-methoxyphenyl)sulfonylamino)pyrrolidine-1-carboxylic acid tert-butyl ester